C(#N)C1=C(C=CC=C1)CCN1C=NC(=C1)C(=O)[O-] (1S)-1-(2-cyanophenylethyl)-1H-imidazole-4-carboxylate